(5-((2,6-dioxopiperidin-3-yl)amino)pyridin-2-yl)-[4,4'-bipiperidine]-1-carboxylic acid tert-butyl ester C(C)(C)(C)OC(=O)N1C(CC(CC1)C1CCNCC1)C1=NC=C(C=C1)NC1C(NC(CC1)=O)=O